CN(C1CN(CC1)C1=CC(=CC(=N1)N1CC2(C=3C=NC(=CC31)NC(C)=O)CC2)C)C N-(1'-(6-(3-(dimethylamino)pyrrolidin-1-yl)-4-methylpyridin-2-yl)-1',2'-dihydrospiro[cyclopropane-1,3'-pyrrolo[3,2-c]pyridin]-6'-yl)acetamide